(R/S)-3-(1-aminoethyl)-5-(trifluoromethyl)aniline (S)-3-((S)-4-methyl-2-(2-oxo-2-(phenylamino)acetamido)pentanamido)-2-oxo-4-((S)-2-oxopyrrolidin-3-yl)butyl-diphenylphosphinate CC(C[C@@H](C(=O)N[C@H](C(CC1=C(C=CC=C1)P(O)(=O)C1=CC=CC=C1)=O)C[C@H]1C(NCC1)=O)NC(C(NC1=CC=CC=C1)=O)=O)C.N[C@H](C)C=1C=C(N)C=C(C1)C(F)(F)F |&1:47|